N-[4-(3-chloro-4-cyano-phenoxy)cyclohexyl]-6-[4-[4-[4-(2,4-difluorophenoxy)-3-(6-methyl-7-oxo-1H-pyrrolo[2,3-c]pyridin-4-yl)phenyl]sulfonylbutoxy]-1-piperidyl]pyridazine-3-carboxamide ClC=1C=C(OC2CCC(CC2)NC(=O)C=2N=NC(=CC2)N2CCC(CC2)OCCCCS(=O)(=O)C2=CC(=C(C=C2)OC2=C(C=C(C=C2)F)F)C=2C3=C(C(N(C2)C)=O)NC=C3)C=CC1C#N